3-(6-(1H-pyrazol-1-yl)pyrid-2-yl)-1-(2,6-difluorobenzyl)-5-((dimethyl-amino)methyl)-6-(4-aminophenyl)thieno[2,3-d]pyrimidine-2,4(1H,3H)-dione N1(N=CC=C1)C1=CC=CC(=N1)N1C(N(C2=C(C1=O)C(=C(S2)C2=CC=C(C=C2)N)CN(C)C)CC2=C(C=CC=C2F)F)=O